FC(S(=O)(=O)OC1=CC=C(C=C1)C1=NC(=CC=C1N[C@H](C)C=1C=C(C=C2C(C(=C(OC12)N1CCC(CC1)(C)C)C)=O)C)Cl)(F)F [4-[6-chloro-3-[[(1R)-1-[2-(4,4-dimethyl-1-piperidyl)-3,6-dimethyl-4-oxo-chromen-8-yl]ethyl]amino]-2-pyridyl]phenyl] trifluoromethanesulfonate